1-ethyl-2,3-dihydro-1H-inden-5-ol C(C)C1CCC2=CC(=CC=C12)O